5-methoxy-6-(1-methyl-1H-benzo[d]imidazol-4-yl)-3-((6'-methyl-6',7'-dihydrospiro[cyclopentane-1,5'-pyrrolo[3,4-b]pyridin]-2'-yl)amino)picolinamide COC=1C=C(C(=NC1C1=CC=CC=2N(C=NC21)C)C(=O)N)NC2=CC=C1C(=N2)CN(C12CCCC2)C